C(C)(=O)N1CCC(CC1)C1OC2=C(C(=C(C=C2C(C1)=O)Cl)N)[N+](=O)[O-] 2-(1-acetylpiperidin-4-yl)-7-amino-6-chloro-8-nitrochroman-4-one